triethoxypropoxysilane C(C)OC(CCO[SiH3])(OCC)OCC